O(C1=C(C(=C(N)C(=C1F)F)F)F)C1=C(C(=C(N)C(=C1F)F)F)F 4,4'-oxobis(2,3,5,6-tetrafluoroaniline)